NC=1C=C2C(=C(C=NC2=C(C1)Br)C#N)NCC(C)(C)C 6-amino-8-bromo-4-(neopentylamino)quinoline-3-carbonitrile